C1(C(CC(CC1)CCC(=O)OC)CCC(=O)OC)CCC(=O)OC Trimethyl 3,3',3''-(cyclohexane-1,2,4-triyl)tripropionate